C(CC)OP(OCCC)OCCC tripropoxyphosphine